N=1NN=NC1C1=CC=CC(=N1)[C@@](CS(=O)(=O)N(CC1=CC=C(C=C1)OC)CC1=CC=C(C=C1)OC)(C)O (R)-2-(6-(2H-tetrazol-5-yl)pyridin-2-yl)-2-hydroxy-N,N-bis(4-methoxybenzyl)propane-1-sulfonamide